N-((1s,3s)-3-(6-((4-(4-(2-(4-(2-(2,6-dioxopiperidin-3-yl)-1,3-dioxoisoindolin-5-yl)piperazin-1-yl)ethyl)piperidin-1-yl)phenyl)amino)-9H-purin-9-yl)cyclobutyl)-2-phenylacetamide O=C1NC(CC[C@@H]1N1C(C2=CC=C(C=C2C1=O)N1CCN(CC1)CCC1CCN(CC1)C1=CC=C(C=C1)NC1=C2N=CN(C2=NC=N1)C1CC(C1)NC(CC1=CC=CC=C1)=O)=O)=O